(S)-N-(3-fluoro-4-((3-((1-methoxypropan-2-yl)amino)-1H-pyrazolo-[3,4-b]pyridin-4-yl)-oxy)phenyl)-3-(4-fluorophenyl)-1-iso-propyl-2,4-dioxo-1,2,3,4-tetrahydro-pyrimidine-5-carboxamide FC=1C=C(C=CC1OC1=C2C(=NC=C1)NN=C2N[C@H](COC)C)NC(=O)C=2C(N(C(N(C2)C(C)C)=O)C2=CC=C(C=C2)F)=O